Tert-Butyl 4-[(2-cyclopropyl-4-fluorophenyl)methyl]-3-oxopiperazine-1-carboxylate C1(CC1)C1=C(C=CC(=C1)F)CN1C(CN(CC1)C(=O)OC(C)(C)C)=O